O=C(\C=C/C(=O)O)NC1=CC=2C(C=3N=C(N=CC3C2C=C1)C(F)(F)F)=O (Z)-4-oxo-4-((9-oxo-2-(trifluoromethyl)-9H-indeno[2,1-d]pyrimidin-7-yl)amino)but-2-enoic acid